(E)-docosa-5-eneamide C(CCC\C=C\CCCCCCCCCCCCCCCC)(=O)N